[C].[Cr].[Fe] Iron-chromium carbon